7-(4-methoxypyrimidin-2-yl)benzo[d]Thiazole-2-amine COC1=NC(=NC=C1)C1=CC=CC=2N=C(SC21)N